O=C1NC(CC[C@@H]1C1=CC(=NC=C1)N1CCN(CC1)CC(=O)O)=O |r| rac-(R)-2-(4-(4-(2,6-dioxopiperidin-3-yl)pyridin-2-yl)piperazin-1-yl)acetic acid